tert-butyl ((1-(4-(trifluoromethyl)phenyl)-5-vinyl-1,2,3,4-tetrahydroquinolin-3-yl)methyl)carbamate FC(C1=CC=C(C=C1)N1CC(CC2=C(C=CC=C12)C=C)CNC(OC(C)(C)C)=O)(F)F